C(C)NC(=O)C1=CC2=C(C(N(C=C2)C)=C=O)N1S(=O)(=O)CC1=CC=CC=C1 N-ethyl-6-methyl-7-carbonyl-1-toluenesulfonyl-6,7-dihydro-1H-pyrrolo[2,3-c]Pyridine-2-carboxamide